monomethyl-arsinic acid C[AsH](O)=O